(+)-1,11'-Dibenzyl-5',11'-dihydrospiro[indoline-3,6'-indolo[3,2-c]quinolin]-2-one C(C1=CC=CC=C1)N1C(C2(NC3=CC=CC=C3C3=C2C2=CC=CC=C2N3CC3=CC=CC=C3)C3=CC=CC=C13)=O